carbamic acid pyridine-3-ylmethyl ester N1=CC(=CC=C1)COC(N)=O